FC=1C=C(C=C(C1O)F)C=1C=C(C=CC1)CSC=1NC(C(=C(N1)C=1SC=CC1)C#N)=O 2-({[3-(3,5-difluoro-4-hydroxyphenyl)phenyl]methyl}sulfanyl)-6-oxo-4-(thiophen-2-yl)-1,6-dihydropyrimidine-5-carbonitrile